(1-methylcyclopropyl)-1-[2-(2-oxoimidazolidin-1-yl)acetyl]indoline-6-sulfonamide methyl-5-cyano-2,4-dimethylbenzoate COC(C1=C(C=C(C(=C1)C#N)C)C)=O.CC1(CC1)C1N(C2=CC(=CC=C2C1)S(=O)(=O)N)C(CN1C(NCC1)=O)=O